O=C1CCC=2C(=CC=NC2N1)OC=1C=C2C[C@H](COC2=CC1)C(=O)O (R)-6-((7-oxo-5,6,7,8-tetrahydro-1,8-naphthyridin-4-yl)oxy)chromane-3-carboxylic acid